FC=1C(=NC=CC1)C=1C=CC=2N(C1)C(=CN2)C2=NC(=NC=C2C)NC2CCC(CC2)N (1r,4r)-N1-(4-(6-(3-Fluoropyridin-2-yl)imidazo[1,2-a]pyridin-3-yl)-5-methylpyrimidin-2-yl)cyclohexane-1,4-diamine